O1CC(C1)COC1=C(C=CC=C1)C1CCN(CC1)[C@H]1CC2(CN(C2)C=2SC=NN2)CC1 (R)-2-(6-(4-(2-(oxetan-3-ylmethoxy)phenyl)piperidin-1-yl)-2-azaspiro[3.4]oct-2-yl)-1,3,4-thiadiazole